(5RS)-5-[(3,3-Difluoropyrrolidin-1-yl)carbonyl]-2-(3-methoxybenzyl)-5,6,7,8-tetrahydro[1,2,4]triazolo[4,3-a]pyridin-3(2H)-one FC1(CN(CC1)C(=O)[C@H]1CCCC=2N1C(N(N2)CC2=CC(=CC=C2)OC)=O)F |r|